COCCOCOC=1C=C(C=C(C1[C@H]1[C@@H](CCC(=C1)C)C(=C)C)O)CCCCC (1'R,2'R)-6-((2-methoxyethoxy)methoxy)-5'-methyl-4-pentyl-2'-(prop-1-en-2-yl)-1',2',3',4'-tetrahydro-[1,1'-biphenyl]-2-ol